allyl (6aS)-3-(benzyloxy)-6-hydroxy-2-methoxy-12-oxo-8-(pyrimidin-5-yl)-6,6a,7,10-tetrahydrobenzo[e]pyrido[1,2-a][1,4]diazepine-5(12H)-carboxylate C(C1=CC=CC=C1)OC=1C(=CC2=C(N(C([C@H]3N(C2=O)CC=C(C3)C=3C=NC=NC3)O)C(=O)OCC=C)C1)OC